N-(3,3-difluorocyclobutyl)pyrazolo[1,5-a]pyridine-3-carboxamide FC1(CC(C1)NC(=O)C=1C=NN2C1C=CC=C2)F